C(C)(C)(C)OC(=O)NCCOC1=CC=C(C=C1)C=1C=C2C(=CNC2=CC1Cl)C(=O)O 5-(4-(2-((tert-butoxycarbonyl)amino)ethoxy)phenyl)-6-chloro-1H-indole-3-carboxylic acid